FC(C(=O)[O-])(F)F.O=C1N=NC(N1C1=CC=C(C=C1)C[N+](C)(C)C)=O [4-(3,5-dioxo-1,2,4-triazol-4-yl)phenyl]Methyl-trimethyl-ammonium trifluoroacetate